C(C)(C)(C)OC(=O)N1[C@@H](CN([C@H](C1)CC)CC1=CC=CC=C1)C (2R,5S)-4-benzyl-5-ethyl-2-methylpiperazine-1-carboxylic acid tert-butyl ester